2-(ethoxymethyl)-5-phenyl-1H-imidazole C(C)OCC=1NC(=CN1)C1=CC=CC=C1